C1(=CC=C(C=C1)CNC1=C2N=CN(C2=NC(=N1)N1[C@H](CNCC1)C)C(C)C)C1=CC=CC=C1 (S)-N-([1,1'-biphenyl]-4-ylmethyl)-9-isopropyl-2-(2-methylpiperazin-1-yl)-9H-purine-6-amine